NC1=NN=C(S1)N1C[C@H](N([C@H](C1)C)C(=O)OC(C)(C)C)C tert-butyl (2R,6S)-4-(5-amino-1,3,4-thiadiazol-2-yl)-2,6-dimethyl-piperazine-1-carboxylate